FC1=C(C=CC=C1)C1=CC=C(C=C1)[C@H](CO)NC(=O)[C@H]1N(C[C@@H](C1)O)C([C@H](C(C)C)NC(OC(C)(C)C)=O)=O tert-butyl ((S)-1-((2S,4R)-2-(((R)-1-(2'-fluoro-[1,1'-biphenyl]-4-yl)-2-hydroxyethyl)carbamoyl)-4-hydroxypyrrolidin-1-yl)-3-methyl-1-oxobutan-2-yl)carbamate